N-Ethyl-3-(3-dimethylaminopropyl)carbodiimide hydrochloride Cl.C(C)N=C=NCCCN(C)C